NC1=C2N=C(N(C2=NC(=N1)F)CCCS(=O)(=O)NCC(C)C)CC=1C=C2C(CCC2=CC1I)F 3-(6-amino-2-fluoro-8-((3-fluoro-6-iodo-2,3-dihydro-1H-inden-5-yl)methyl)-9H-purin-9-yl)-N-isobutyl-propane-1-sulfonamide